FC(NC1=CC=CC=C1)(F)F N-(trifluoromethyl)aniline